N-(6-amino-5-methyl-3-pyridyl)-2-[(2R,5S)-2-(3-chlorophenyl)-4,4-difluoro-5-methyl-1-piperidyl]-2-oxo-acetamide NC1=C(C=C(C=N1)NC(C(=O)N1[C@H](CC([C@H](C1)C)(F)F)C1=CC(=CC=C1)Cl)=O)C